C1(=CC=CC=C1)[Pt]C1=CC=CC=C1 Bis(phenyl)platinum (II)